C1(CCCCC1)COC1=NC2=NC(=NC=C2N1)NC1=CC=C(C=C1)S(N)(=O)=O cyclohexylmethoxy-2-(4'-sulphamoylanilino)purine